OC1=C(C=CC=2C(C3=C(C=CC=C3C(C12)=O)O)=O)O 1,2,5-trihydroxyanthraquinone